1-(((diphenylmethylene)amino)-8-methyl-3-(3-methyl-1,2,4-thiadiazol-5-yl)-5,6-dihydroimidazo[1,5-a]pyrazin-7(8H)-yl)(4-fluorobenzofuran-7-yl)methanone C1(=CC=CC=C1)C(C1=CC=CC=C1)=NC=1N=C(N2C1C(N(CC2)C(=O)C2=CC=C(C=1C=COC12)F)C)C1=NC(=NS1)C